CC1=C(C(=CC=C1)C)C(C)OC=1C=C(NC1C(NC)=O)C(=O)OCC ethyl 4-(1-(2,6-dimethylphenyl) ethoxy)-5-(methylcarbamoyl)-1H-pyrrole-2-carboxylate